C(C)(C)(C)OC(=O)NCCCCN1C(=NC=2C1=C1C(=[N+](C2)[O-])C=C(S1)C)CCCC 1-(4-((tert-butoxycarbonyl)amino)butyl)-2-butyl-7-methyl-1H-imidazolo[4,5-d]Thiopheno[3,2-b]pyridine-5-oxide